4-[6-(6-Ethyl-3,6-diazabicyclo[3.1.1]hept-3-yl)-3-pyridinyl]-6-(2-hydroxy-2-methyl-propoxy)pyrazolo[1,5-a]pyridine-3-carbonitrile C(C)N1C2CN(CC1C2)C2=CC=C(C=N2)C=2C=1N(C=C(C2)OCC(C)(C)O)N=CC1C#N